C(N)(=O)C1=NC=CC=C1NC(CCC(=O)O)=O 4-[(2-carbamoyl-3-pyridinyl)amino]-4-oxo-butyric acid